(Z)-5-(iodomethylene)-3-(o-tolyl)oxazolidin-2-one I\C=C/1\CN(C(O1)=O)C1=C(C=CC=C1)C